1-(bromomethyl)-2-trifluoromethoxybenzene BrCC1=C(C=CC=C1)OC(F)(F)F